3-bromo-4-methyl-5-nitro-1H-pyrazole BrC1=NNC(=C1C)[N+](=O)[O-]